FC(C1=CN=C(S1)C(=O)O[Na])F [5-(difluoromethyl)thiazole-2-carbonyl]oxysodium